[1,3]Dioxole-4-carbonitrile O1COC(=C1)C#N